tert-butyl (2R,5S)-4-(2-((S)-7-(4-fluorobenzyl)-2-phenyl-2,3-dihydro-1H-pyrido[2,3-b][1,4]oxazin-1-yl)-2-oxoethyl)-2-methyl-5-(((R)-methylmorpholino)methyl)piperazine-1-carboxylate FC1=CC=C(CC2=CC3=C(OC[C@@H](N3C(CN3C[C@H](N(C[C@@H]3CN3C[C@H](OCC3)C)C(=O)OC(C)(C)C)C)=O)C3=CC=CC=C3)N=C2)C=C1